2-(t-butoxycarbonyl)-1,2,3,4-tetrahydroisoquinoline-6-carboxylic acid C(C)(C)(C)OC(=O)N1CC2=CC=C(C=C2CC1)C(=O)O